FC1=C(C=CC(=C1)O)C=1CCOC2=C(C1C1=CC=C(C=C1)O[C@@H]1CN(CC1)CCCF)C=CC(=C2)O 4-(2-fluoro-4-hydroxy-phenyl)-5-[4-[(3S)-1-(3-fluoropropyl)pyrrolidin-3-yl]oxyphenyl]-2,3-dihydro-1-benzoxepin-8-ol